BrC=1C=CC=2NC(N3C=CC=CC1C23)=O 5-bromo-2,9a-diazabenzo[ct]azulen-1(2H)-one